O=C1N(CC2=CC=C(C=C12)CCCCCCC(N1CCC(CC1)C1=CC=CC=C1)=O)C1C(NC(CC1)=O)=O 3-(1-oxo-6-(7-oxo-7-(4-phenylpiperidin-1-yl)heptyl)isoindolin-2-yl)piperidine-2,6-dione